phytyl chloride C(\C=C(/C)\CCC[C@H](C)CCC[C@H](C)CCCC(C)C)Cl